3-(2-chlorophenyl)-7-(4-methylpiperazin-1-yl)-2H-chromen-2-one ClC1=C(C=CC=C1)C=1C(OC2=CC(=CC=C2C1)N1CCN(CC1)C)=O